Monobutyl-tin oxide C(CCC)[Sn]=O